methyl-Z-butyl ether COCCCC